NC1=NC=2C=NC(=CC2C2=C1COC2)C#N 4-amino-1,3-dihydrofuro[3,4-c][1,7]naphthyridine-8-carbonitrile